2-(3-fluoro-2-(oxetan-3-yl)pyridin-4-yl)-2-oxoethyl (3R,8aS)-7-(6-amino-3-chloro-2-fluorophenyl)-5-oxo-1,2,3,5,8,8a-hexahydroindolizine-3-carboxylate NC1=CC=C(C(=C1C1=CC(N2[C@H](CC[C@H]2C1)C(=O)OCC(=O)C1=C(C(=NC=C1)C1COC1)F)=O)F)Cl